C(CCCC)C1C(N(CC1)C(CCCCCCCC=1C(=CC=C(C1C)C#C)C1=CC=CC=C1)=O)=O n-pentyl-3-methyl-4-ethynyl-biphenylcaprylyl-pyrrolidone